C(C)OC=1C(=C(C(=C2C=NNC12)C=1N=CC=2N(C1)C=C(N2)NC(=O)[C@H]2[C@H](C2)F)CC)F (1S,2S)-N-(6-(7-ethoxy-5-ethyl-6-fluoro-1H-indazol-4-yl)imidazo[1,2-a]pyrazin-2-yl)-2-fluorocyclopropane-1-carboxamide